p-ethyl-phenylboric acid C(C)C1=CC=C(C=C1)OB(O)O